C(=O)N[C@@H](CCSC)C(=O)O Nα-formylmethionine